5-bromo-7-fluoro-1,4-dihydroquinoxaline-2,3-dione BrC1=C2NC(C(NC2=CC(=C1)F)=O)=O